[2H]C(C(CC=C)(C([2H])([2H])[2H])NC1=C(C=C(C(=N1)C(=O)O)[N+](=O)[O-])C(F)(F)F)([2H])[2H] 6-[1,1-bis(trideuteriomethyl)but-3-enylamino]-3-nitro-5-(trifluoromethyl)pyridine-2-carboxylic acid